N-(1-(4-chlorophenyl)-2,2,2-trifluoroethyl)-N,1,3,3-tetramethyl-2-oxo-2,3-dihydro-1H-pyrrolo[2,3-b]pyridine-5-sulfonamide ClC1=CC=C(C=C1)C(C(F)(F)F)N(S(=O)(=O)C=1C=C2C(=NC1)N(C(C2(C)C)=O)C)C